C(=O)(OCC1C2=CC=CC=C2C2=CC=CC=C12)N[C@H](CS(=O)(O)=O)C(=O)O Fmoc-D-cysteic acid